5-benzoyl-2,3-dihydro-1H-pyrrolizine C(C1=CC=CC=C1)(=O)C=1N2CCCC2=CC1